C(C)(C)(C)C1=NN(C(=C1)NC(NC1=CC=C(C=C1)N1C=NC2=C1C=CC(=C2)OCCCCC(=O)NC2=C1CN(C(C1=CC=C2)=O)C2C(NC(CC2)=O)=O)=O)CCN2CCOCC2 5-((1-(4-(3-(3-(tert-butyl)-1-(2-morpholinoethyl)-1H-pyrazol-5-yl)ureido)phenyl)-1H-benzo[d]imidazol-5-yl)oxy)-N-(2-(2,6-dioxopiperidin-3-yl)-1-oxoisoindol-4-yl)pentanamide